C1(CC1)C=1N=CN(C1)C1=CC=C2C=CNC(C2=C1)=O 7-(4-cyclopropyl-1H-imidazol-1-yl)isoquinolin-1(2H)-one